COC=1C=C2C(=NC(=NC2=CC1OC)C)NC(C)C1=NC=CC2=C1C=CS2 6,7-dimethoxy-2-methyl-N-[1-(thieno[3,2-c]pyridin-4-yl)ethyl]quinazolin-4-amine